6-{4-[(2S)-1-(methylcarbamoyl)pyrrolidin-2-yl]piperidin-1-yl}-2-azaspiro[3.4]octane-2-carboxylic acid ethyl ester C(C)OC(=O)N1CC2(C1)CC(CC2)N2CCC(CC2)[C@H]2N(CCC2)C(NC)=O